potassium 2,4,6-trihydroxybenzoate OC1=C(C(=O)[O-])C(=CC(=C1)O)O.[K+]